1,3,5-tris(2,2-dimethylpropionylamino)benzene 2,2,3,3,4,4,5,5,6,6,7,7-dodecafluoro-octane-1,8-diyl-diacrylate FC(CC=CC(=O)O)(C(C(C(C(C(CC=CC(=O)O)(F)F)(F)F)(F)F)(F)F)(F)F)F.CC(C(=O)NC1=CC(=CC(=C1)NC(C(C)(C)C)=O)NC(C(C)(C)C)=O)(C)C